FC1=CC=C(C=C1)C1=NC2=CC(=CC=C2C=C1)C(=C(C#N)C#N)OC 2-((2-(4-fluorophenyl)quinolin-7-yl)(methoxy)methylene)malononitrile